ClC1=CC=C(C=C1)C1=NOC(=N1)[C@H](C)NC=1N=CC2=C(N1)N(C(C=C2)=O)CC(C)(C)C 2-({(1S)-1-[3-(4-Chlorophenyl)-1,2,4-oxadiazol-5-yl]ethyl}amino)-8-(2,2-dimethylpropyl)pyrido[2,3-d]pyrimidin-7(8H)-on